[Cl-].C(CCCCCCC)N1C(N(C=C1)C)C 1-octyl-2,3-dimethylimidazole chloride